(2-(1-ethyl-1H-indol-2-yl)-1-methyl-1H-benzo[d]imidazol-5-yl)methanone C(C)N1C(=CC2=CC=CC=C12)C1=NC2=C(N1C)C=CC(=C2)C=O